O=C1NC(CCC1N1C(N(C2=C1C=CC=C2C2CN(CC2)C(=O)OC(C)(C)C)C)=O)=O Tert-butyl 3-[1-(2,6-dioxo-3-piperidyl)-3-methyl-2-oxo-benzimidazol-4-yl]pyrrolidine-1-carboxylate